(3aR,5R,7S,7aR)-5-(2,4-dimethylphenyl)-1,3,3,5,7-pentamethyloctahydrobenzo[c]isoxazole CC1=C(C=CC(=C1)C)[C@]1(C[C@@H]2[C@H](N(OC2(C)C)C)[C@H](C1)C)C